(2E,13Z,16Z)-ethyl docosa-2,13,16-trienoate C(\C=C\CCCCCCCCC\C=C/C\C=C/CCCCC)(=O)OCC